6-fluoro-spiro[2,3-dihydroisoquinoline-4,1'-cyclopropane] FC=1C=C2C(=CC1)CNCC21CC1